3-methyladamantan CC12CC3CC(CC(C1)C3)C2